3-(2-(((4-methoxyphenyl)sulfonyl)methyl)imidazo[1,2-a]pyridin-7-yl)-5-(trifluoromethyl)-1,2,4-oxadiazole COC1=CC=C(C=C1)S(=O)(=O)CC=1N=C2N(C=CC(=C2)C2=NOC(=N2)C(F)(F)F)C1